2-hydroxymethyl-aspartamide OC[C@](N)(CC(=O)N)C(=O)N